CC(C(=O)OCC)(C)C ethyl 2,2-dimethylpropanoate